ClC1=NC=CC2=C1N=CN2C2=NC=C(C=C2)F 4-chloro-1-(5-fluoropyridin-2-yl)-1H-imidazo[4,5-c]pyridine